5-ethyl 1-isopropyl D-glutamate N[C@H](CCC(=O)OCC)C(=O)OC(C)C